C(C)(C)(C)N(C(O)=O)CCC=O.FC([Si](Cl)(C(F)(F)F)C(C(C(C(C(C(C(C(C(C(F)(F)F)(F)F)(F)F)(F)F)(F)F)(F)F)(F)F)(F)F)(F)F)(F)F)(F)F perfluorodecyl-dimethyl-chlorosilane tert-butyl-(3-oxo-propyl)-carbamate